5-(4-chloro-2-fluorophenoxy)-1-(4-((3-fluorophenyl)sulfonyl)piperazin-1-yl)-2,2-dimethylpentan-1-one ClC1=CC(=C(OCCCC(C(=O)N2CCN(CC2)S(=O)(=O)C2=CC(=CC=C2)F)(C)C)C=C1)F